2-tert-butyl 3-ethyl (1R,3S,5R)-5-[(3-ethenylpyrazol-1-yl)methyl]-2-azabicyclo[3.1.0]hexane-2,3-dicarboxylate C(=C)C1=NN(C=C1)C[C@]12C[C@H](N([C@@H]2C1)C(=O)OC(C)(C)C)C(=O)OCC